6-[1-(6-bromothieno[2,3-d]pyrimidin-4-yl)pyrrolidine-3-yl]oxypyridine-3-carbonitrile BrC1=CC2=C(N=CN=C2N2CC(CC2)OC2=CC=C(C=N2)C#N)S1